2-[7-(1-methylpyrazol-4-yl)imidazo[1,2-a]pyridin-6-yl]oxypropionitrile CN1N=CC(=C1)C1=CC=2N(C=C1OC(C#N)C)C=CN2